6-bromo-N-[5-(cyanomethoxy)-4,6-dimethoxy-pyrimidin-2-yl]-7-fluoro-1H-indole-3-sulfonic acid amide BrC1=CC=C2C(=CNC2=C1F)S(=O)(=O)NC1=NC(=C(C(=N1)OC)OCC#N)OC